C1(=CC=CC=C1)CCN beta-PHENYLETHYLAMINE